C(#N)C=1C=C2CC(CC2=CC1)NC(=O)[C@H]1N(C[C@@H](C1)O)C([C@H](C(C)(C)C)N1N=NC(=C1)C1CC1)=O (2S,4R)-N-(5-cyanoindan-2-yl)-1-[(2S)-2-(4-cyclopropyltriazol-1-yl)-3,3-dimethyl-butanoyl]-4-hydroxy-pyrrolidine-2-carboxamide